2,6-di-tert-butyl-thiophenol Ethyl-acetate ethyl-propionate C(C)C(C(=O)O)C.C(C)CC(=O)O.C(C)(C)(C)C1=C(C(=CC=C1)C(C)(C)C)S